C(N)(O[C@@](C(=O)N1CCN(CC1)C1=NC=C(C=C1)C=1C=2N(C=C(C1)OCC)N=CC2C#N)(C2=CC(=CC=C2)Cl)C(C)(C)C)=O (R)-(tert-butyl 1-(3-chlorophenyl)-2-(4-(5-(3-cyano-6-ethoxypyrazolo[1,5-a]pyridin-4-yl) pyridin-2-yl) piperazin-1-yl)-2-oxoethyl) carbamate